2-METHYLPYRIMIDINE CC1=NC=CC=N1